The molecule is pentaanion of malonyl-CoA arising from deprotonation of phosphate, diphosphate and carboxylic acid functions. It has a role as a human metabolite and a Saccharomyces cerevisiae metabolite. It is a conjugate base of a malonyl-CoA. CC(C)(COP(=O)([O-])OP(=O)([O-])OC[C@@H]1[C@H]([C@H]([C@@H](O1)N2C=NC3=C(N=CN=C32)N)O)OP(=O)([O-])[O-])[C@H](C(=O)NCCC(=O)NCCSC(=O)CC(=O)[O-])O